dibenzoselenophenyl-[dimethylfluorenyl-(biphenylyl)triazinyl]biphenyl C1(=CC=CC=2[Se]C3=C(C21)C=CC=C3)C=3C(=C(C=CC3)C3=CC=CC=C3)C3=NN=NC(=C3C3=C(C=CC=C3)C3=CC=CC=C3)C3=C(C(=CC=2C1=CC=CC=C1CC32)C)C